ClC1=C(C=C(C=C1)NC(=O)N1C2CC(CC1C2)C)[C@H]2[C@H](CCC2)C#N N-(4-chloro-3-(cis-2-cyanocyclopentyl)phenyl)-3-methyl-6-azabicyclo[3.1.1]heptane-6-carboxamide